FC1=C(CC2=NN=C3N2C(=NC=C3)N)C(=CC=C1)OC (2-fluoro-6-methoxybenzyl)-[1,2,4]triazolo[4,3-c]pyrimidin-5-amine